N-(2-methoxyethyl)cyclobutanamine COCCNC1CCC1